ClC1=C(C=CC=C1C(F)(F)F)C(=O)N1[C@@H](C=2N(CC1)C(=NN2)C)C2=NC=CC=C2 |r| (±)-(2-chloro-3-(trifluoromethyl)phenyl)(3-methyl-8-(pyridin-2-yl)-5,6-dihydro-[1,2,4]triazolo[4,3-a]pyrazin-7(8H)-yl)methanone